C(C=C)(=O)OCC1=C(C(C(=O)O)=CC=C1C(=O)O)C(=O)O acryloyloxymethyl-trimellitic acid